FC(C(=O)O)(F)F.C1COCCC12CCNCC2 3-oxa-9-azaspiro[5.5]undecane trifluoroacetate salt